C(C)(C)(C)OC(=O)N1C[C@H]([C@@H](C1)NCSC1=C2C=CN=CC2=CC=C1)C1=CC=CC=C1 |r| (±)-trans-3-phenyl-4-[(isoquinolin-5-ylsulfanylmethyl)amino]pyrrolidine-1-carboxylic acid tert-butyl ester